C(C)(C)(C)OC(=O)N1C=CC2=C(C(=CC(=C12)C)OC)CN1[C@@H](CC(CC1)CC#C)C1=CC=C(C=C1)C(=O)OC 5-methoxy-4-(((2S)-2-(4-(methoxycarbonyl)phenyl)-4-(prop-2-yn-1-yl)piperidine-1-yl)methyl)-7-methyl-1H-indole-1-carboxylic acid tert-butyl ester